NC1=NC=C(C=C1C(=O)NCC1=C(C=CC=C1)OC(C)C)C1=CC=2N(C=C1)N=C(N2)N 2-amino-5-{2-amino-[1,2,4]triazolo[1,5-a]pyridin-7-yl}-N-{[2-(prop-2-yloxy)phenyl]methyl}pyridine-3-carboxamide